OC[C@@H](CC(C)C)NC1=NC(=NC(=N1)CC(C)C1=CC(=CC=C1)OC)NS(=O)(=O)C N-(4-(((R)-1-Hydroxy-4-methylpentan-2-yl)amino)-6-(2-(3-methoxyphenyl)propyl)-1,3,5-triazin-2-yl)methanesulfonamide